3-amino-4-(((S)-1-(benzo[d][1,3]dioxol-5-yl)propan-2-yl)amino)-4-oxobutyl nitrate [N+](=O)(OCCC(C(=O)N[C@H](CC1=CC2=C(OCO2)C=C1)C)N)[O-]